(2-chloro-6-((2,4,4-trimethylpentan-2-yl)amino)pyrimidin-4-yl)-(isoindolin-2-yl)methanone ClC1=NC(=CC(=N1)C(=O)N1CC2=CC=CC=C2C1)NC(C)(CC(C)(C)C)C